sarcosyl ketone N(C)CC(=O)C(=O)C(CNC)=O